N-((5-fluoro-6-(isoxazol-3-ylmethoxy)-1H-indol-2-yl)methyl)azetidine-1-carboxamide FC=1C=C2C=C(NC2=CC1OCC1=NOC=C1)CNC(=O)N1CCC1